FC(OC1=CC=C(C=C1C1=CC=CC=C1)C=O)(F)F 6-(trifluoromethoxy)biphenyl-3-carbaldehyde